C(C)(C)(C)OC(=O)N1CC2=C(C1)C=C(S2)C(C)N.ClC2=CC(=NC(=C2)NC2=CC(=CC=C2)F)C(=O)N2CCN(CC2)C2=CC=CC=C2 (4-Chloro-6-((3-fluorophenyl)amino)pyridin-2-yl)(4-phenylpiperazin-1-yl)methanone tert-butyl-2-(1-aminoethyl)-4,6-dihydro-5H-thieno[2,3-c]pyrrole-5-carboxylate